6-(chloromethyl)-1-(2-methoxyphenyl)-1H-pyrazolo[3,4-d]pyrimidin-4-ol ClCC1=NC(=C2C(=N1)N(N=C2)C2=C(C=CC=C2)OC)O